N-{4-[2-(2-chloro-3-fluorophenyl)acetamido]pyridin-2-yl}-N-(2-chlorophenyl)acetamide ClC1=C(C=CC=C1F)CC(=O)NC1=CC(=NC=C1)N(C(C)=O)C1=C(C=CC=C1)Cl